1-Methyl-2-[5-[4-[3-(4-methyl-piperazin-1-yl)phenyl]phenyl]-1H-pyrazol-4-yl]-2,3-dihydro-quinazolin-4-one CN1C(NC(C2=CC=CC=C12)=O)C=1C=NNC1C1=CC=C(C=C1)C1=CC(=CC=C1)N1CCN(CC1)C